(1r,4as,7as)-1-hydroxy-7-(hydroxymethyl)-1,4a,5,7a-tetrahydrocyclopenta[c]pyran-4-carboxylic acid methyl ester COC(=O)C=1[C@@H]2[C@H]([C@@H](OC1)O)C(=CC2)CO